methyl (2S)-2-(tert-butoxycarbonylamino)-3-(3-hydroxyphenyl)propanoate C(C)(C)(C)OC(=O)N[C@H](C(=O)OC)CC1=CC(=CC=C1)O